C(C)(C)(C)OC(=O)N1C(CN(CC1C)C=1N=NC(=CC1)Cl)CC 4-(6-chloropyridazin-3-yl)-2-ethyl-6-methylpiperazine-1-carboxylic acid tert-butyl ester